arachidyl-(1-eicosanol) C(CCCCCCCCCCCCCCCCCCC)C(CCCCCCCCCCCCCCCCCCC)O